5-chloro-6-(4-methoxycarbonyl-1-piperidinyl)-3-picolinic acid ClC=1C=C(C=NC1N1CCC(CC1)C(=O)OC)C(=O)O